C(C)(C)(C)OC(=O)N1CCC2(CC1)CC1=C(N=C(S1)Cl)C2 2-chloro-4,6-dihydrospiro[cyclopenta[d]thiazol-5,4'-piperidine]-1'-carboxylic acid tert-butyl ester